O=CCN1CC(NCC1)C 2-oxoethyl-3-methylpiperazine